C1(CCCCC1)C(COCC)(COC)CCC(CC(C)C)(CC(C)C)Cl 2-cyclohexyl-2-(3-chloro-3-isobutyl-5-methylhexyl)-1-ethoxy-3-methoxy-propane